1-Isopropyl-N-[(6S)-2,4-dimethyl-5-oxo-7,8-dihydro-6H-pyrazolo[1,5-a][1,3]diazepin-6-yl]pyrazolo[3,4-d]pyrimidin-6-carboxamid C(C)(C)N1N=CC=2C1=NC(=NC2)C(=O)N[C@@H]2C(N(C=1N(CC2)N=C(C1)C)C)=O